tert-butyl 6-carbamoyl-1,4-oxazepan-4-carboxylate C(N)(=O)C1CN(CCOC1)C(=O)OC(C)(C)C